ClC1=C(C=CC=2CN(SC21)C)F 7-chloro-6-fluoro-2-methylbenzo[d]isothiazol